C(C#CC)N1C(=NC=C1/C=C/C(=O)O)CN1CCC(CC1)C1=CC=CC=2OC(OC21)(C)C2=C(C=C(C=C2)Cl)F (E)-3-(1-(but-2-yn-1-yl)-2-((4-(2-(4-chloro-2-fluorophenyl)-2-methylbenzo[d][1,3]dioxol-4-yl)piperidin-1-yl)methyl)-1H-imidazol-5-yl)acrylic acid